C(N)(=O)C=1C=CC(=C2C=CN(C12)COCC[Si](C)(C)C)N1CCC(CC1)N(C(OC(C)(C)C)=O)CC tert-butyl N-[1-(7-carbamoyl-1-([2-(trimethylsilyl)ethoxy]methyl)indol-4-yl)piperidin-4-yl]-N-ethylcarbamate